BrC=1C=C2C(=CC(=NC2=CC1)C)C#N 6-bromo-2-methylquinoline-4-carbonitrile